5-methylsulfanyl-2-[3-(triethoxysilyl)propyl]-2H-tetrazole CSC=1N=NN(N1)CCC[Si](OCC)(OCC)OCC